CN1CCN(CC1)CC1=CC=C(C(=O)N)C=C1 4-((4-methylpiperazin-1-yl)methyl)benzamide